C(C1=CC=CC=C1)(C1=CC=CC=C1)NC(=O)C1(CN(C1)C(C1=CC=CC=C1)C1=CC=CC=C1)NC(C(CCC1=CC=C(C=C1)C(F)(F)F)Cl)=O N,1-bis(benzhydryl)-3-(2-chloro-N-(4-(trifluoromethyl)benzyl)propionylamino)azetidine-3-carboxamide